C(CCC)(=O)NC=1SC2=C(N1)C=CC(=C2)C=2C=C1C(=NC(=NC1=CC2)C)C(=O)N[C@@H](C)C2=CC=C(C=C2)F (S)-6-(2-butyrylaminobenzo[d]thiazol-6-yl)-N-(1-(4-fluorophenyl)ethyl)-2-methylquinazolin-4-carboxamide